1,3-bis(2,3-diazidopropoxy)propane ethyl-2-(4-bromophenyl)-3,3-difluoro-2-hydroxypropanoate C(C)OC(C(C(F)F)(O)C1=CC=C(C=C1)Br)=O.N(=[N+]=[N-])C(COCCCOCC(CN=[N+]=[N-])N=[N+]=[N-])CN=[N+]=[N-]